BrC=1C=C(C=C(C1)Cl)CNC(C)=O N-[(3-bromo-5-chloro-phenyl)methyl]acetamide